C(C)N1C(=NN(C1=O)C=1C=C2C(=CC(=NC2=CC1F)C1=C(C=CC=C1)C)[C@H](C(F)(F)F)C)CO |o1:26| (R*)-4-Ethyl-1-(7-fluoro-2-(o-tolyl)-4-(1,1,1-trifluoropropan-2-yl)quinolin-6-yl)-3-(hydroxymethyl)-1H-1,2,4-triazol-5(4H)-one